n-methyl-2-hexadecyl-5-hydroxypyridin-4-one CN1C(=CC(C(=C1)O)=O)CCCCCCCCCCCCCCCC